C(CC(=O)[O-])(=O)OC1=C(C=C(C=C1CC)C)CC 2,6-diethyl-4-methylphenyl malonate